N-(1-((5-(Azetidin-1-yl)pyrazin-2-yl)methyl)-1H-pyrazol-4-yl)-6-(3-chloro-6-(difluoromethyl)-2-fluorophenyl)pyrazine-2-carboxamide N1(CCC1)C=1N=CC(=NC1)CN1N=CC(=C1)NC(=O)C1=NC(=CN=C1)C1=C(C(=CC=C1C(F)F)Cl)F